2-((4aS,5aR)-5,5-difluoro-5a-methyl-1-(tetrahydro-2H-pyran-2-yl)-1,4,4a,5,5a,6-hexahydrocyclopropa[f]indazol-3-yl)-5-fluoro-1H-indole-6-carboxylic acid FC1([C@H]2CC=3C(=NN(C3C[C@]21C)C2OCCCC2)C=2NC1=CC(=C(C=C1C2)F)C(=O)O)F